(5-(2-hydroxy-2-methylpropanoyl)-6-((2,3',5'-trifluoro-[1,1'-biphenyl]-3-yl)methyl)-5-azaspiro[2.4]heptan-7-yl)methanesulfonamide OC(C(=O)N1CC2(CC2)C(C1CC=1C(=C(C=CC1)C1=CC(=CC(=C1)F)F)F)CS(=O)(=O)N)(C)C